CC=1SC(=CC1C(=O)Cl)C1=CC(=CC=C1)C(F)(F)F 2-methyl-5-(3-(trifluoromethyl)phenyl)thiophene-3-carbonyl chloride